Tert-butyl (14-((2S,3S,4S)-2-(((6-cyano-7-methoxyisoquinolin-1-yl)oxy)methyl)-3-ethyl-4-fluoro-5-oxopyrrolidin-1-yl)-3,6,9,12-tetraoxatetradecyl)carbamate C(#N)C=1C=C2C=CN=C(C2=CC1OC)OC[C@H]1N(C([C@H]([C@H]1CC)F)=O)CCOCCOCCOCCOCCNC(OC(C)(C)C)=O